5-Chloro-N-(2,4-difluoro-3-(8-methyl-2-(methylamino)-7-oxo-7,8-dihydropyrido[2,3-d]pyrimidin-6-yl)phenyl)-2-methoxypyridine-3-sulfonamide ClC=1C=C(C(=NC1)OC)S(=O)(=O)NC1=C(C(=C(C=C1)F)C1=CC2=C(N=C(N=C2)NC)N(C1=O)C)F